N-[[4-(4-amino-1-cyclopentyl-pyrazolo[3,4-d]pyrimidin-3-yl)phenyl]methyl]-2-methoxy-3-methyl-benzamide NC1=C2C(=NC=N1)N(N=C2C2=CC=C(C=C2)CNC(C2=C(C(=CC=C2)C)OC)=O)C2CCCC2